7-benzyloxy-6-methoxy-1H-quinoline C(C1=CC=CC=C1)OC1=C(C=C2C=CCNC2=C1)OC